FC=1C=NC=CC1C1=CC=2C(NCC(C2N1)CC1OCC1)=O 2-(3-fluoropyridin-4-yl)-7-(oxetan-2-ylmethyl)-1H,5H,6H,7H-pyrrolo[3,2-c]Pyridin-4-one